C/C=C/1\\C[C@H]([C@@](C(=O)OCC2=CC[N+]3([C@H]2[C@@H](CC3)OC1=O)[O-])(CO)O)C The molecule is a pyrrolizine alkaloid that is senecionane bearing two additional hydroxy substituents at positions 12 and 18, two additional oxo groups at positions 11 and 16 and an N-oxido substituent. It has a role as a Jacobaea metabolite. It is a diol, a macrocyclic lactone, an olefinic compound, an organic heterotricyclic compound, a primary alcohol, a pyrrolizine alkaloid, a tertiary alcohol and a tertiary amine oxide. It derives from an usaramine.